The molecule is an alpha-amino acid ester that is methyl alaninate substituted by a 2-(2,6-dichlorophenyl)quinolin-6-yl group at position 3. It is a member of quinolines, an alpha-amino acid ester, a dichlorobenzene, a methyl ester, a primary amino compound and a non-proteinogenic amino acid derivative. COC(=O)C(CC1=CC2=C(C=C1)N=C(C=C2)C3=C(C=CC=C3Cl)Cl)N